1-[[4-[5-ethylsulfonyl-1-methyl-4-[5-oxo-3-(trifluoromethyl)-7H-pyrrolo[3,4-b]pyridin-6-yl]imidazol-2-yl]pyrazol-1-yl]methyl]cyclopropanecarbonitrile C(C)S(=O)(=O)C1=C(N=C(N1C)C=1C=NN(C1)CC1(CC1)C#N)N1CC2=NC=C(C=C2C1=O)C(F)(F)F